FC=1C=C(C=CC1F)N1C(CCCC1=O)C1=NC2=C(N1C=1SC=C(N1)C(=O)NC)C=CC(=C2)C=2C(=NOC2C)C 2-(2-(1-(3,4-difluorophenyl)-6-oxopiperidin-2-yl)-5-(3,5-dimethylisoxazol-4-yl)-1H-benzo[d]imidazol-1-yl)-N-methylthiazole-4-carboxamide